(S or R)-1-(4-(3-(5-amino-9-fluoro-8-methoxy-[1,2,4]triazolo[1,5-c]quinazolin-2-yl)-3-fluoropyrrolidin-1-yl)-1H-pyrazol-1-yl)-2-methylpropan-2-ol NC1=NC=2C=C(C(=CC2C=2N1N=C(N2)[C@]2(CN(CC2)C=2C=NN(C2)CC(C)(O)C)F)F)OC |o1:14|